(+/-)-(R/S)-N-((7-((R/S)-1-(4-Chlorobenzyl)piperidin-3-yl)-2-methylpyrazolo[1,5-a]pyrimidin-3-yl)methyl)-1-(tetrahydro-2H-pyran-4-yl)ethan-1-amine ClC1=CC=C(CN2C[C@@H](CCC2)C2=CC=NC=3N2N=C(C3CN[C@H](C)C3CCOCC3)C)C=C1 |r|